7,8-difluoro-N-[3-methyl-1-(2-pyridylmethyl)but-2-enyl]quinoline-3-carbothioamide FC1=CC=C2C=C(C=NC2=C1F)C(NC(C=C(C)C)CC1=NC=CC=C1)=S